C(C)(C)C1=CC(=NC=C1C)C1=NSC(=N1)NC1=NC=CC=C1N(C(C)=O)C N-(2-(3-(4-isopropyl-5-methylpyridin-2-yl)-1,2,4-thiadiazol-5-ylamino)pyridin-3-yl)-N-methyl-acetamide